Cl.C1(CC12CCNCC2)C=2N(C=1C(=NC=C(C1)C(=O)OC)N2)CCOC methyl 2-(6-azaspiro[2.5]oct-1-yl)-1-(2-methoxyethyl)-1H-imidazo[4,5-b]pyridine-6-carboxylate hydrochloride